FC(C1=NC(=NC(=N1)C(F)F)N1[C@@H](C=2NC3=CC=C(C=C3C2CC1)Cl)C[C@@H](C)OC)F (1R)-2-[4,6-bis(difluoromethyl)-1,3,5-triazin-2-yl]-6-chloro-1-[(2R)-2-methoxypropyl]-2,3,4,9-tetrahydro-1H-pyrido[3,4-b]indole